3-Isopropylaminobutan C(C)(C)NC(CC)C